C(N)(=O)C1=NN(C2=CC=C(C=C12)NC=1C=NC=NC1)CC(=O)O 2-(3-carbamoyl-5-(pyrimidin-5-ylamino)-1H-indazol-1-yl)acetic acid